C(CCC)[N+](CCCC)(CCCC)CCCC.C(CCCCCCCCCCC)S(=O)(=O)[O-] dodecylsulfonate, tetrabutylammonium salt